N-((5-fluoro-6-((2-methyloxazol-4-yl)methoxy)-1H-indol-2-yl)methyl)isobutyramide FC=1C=C2C=C(NC2=CC1OCC=1N=C(OC1)C)CNC(C(C)C)=O